1-(4-{5-[chloro(difluoro)methyl]-1,2,4-oxadiazol-3-yl}benzyl)-1H-1,2,4-triazol-5-amine ClC(C1=NC(=NO1)C1=CC=C(CN2N=CN=C2N)C=C1)(F)F